carvone C=C(C)C1CC=C(C)C(=O)C1